N'-(5-Acetylthiazol-2-yl)-N,N-Dimethyl-Formamidine C(C)(=O)C1=CN=C(S1)N=CN(C)C